5-[(2-Aminoethyl)amino]naphthalene-1-sulfonic acid NCCNC1=C2C=CC=C(C2=CC=C1)S(=O)(=O)O